5-(bromomethyl)-3-methyl-1,3-benzoxazol-2-one BrCC=1C=CC2=C(N(C(O2)=O)C)C1